OC=1C=C2C=3C=C(C(=CC3C=C(C2=CC1)C(=O)N)OC)OC 6-hydroxy-2,3-dimethoxyphenanthrene-9-carboxamide